N1CC1C(CC(=O)OCC(CO)(CO)CO)(C1CN1)C1CN1 pentaerythritol tri-(3-aziridinyl)-propionate